benzyl (2S)-2-(5-fluoro-1H-indole-3-carbonyl)pyrrolidine-1-carboxylate FC=1C=C2C(=CNC2=CC1)C(=O)[C@H]1N(CCC1)C(=O)OCC1=CC=CC=C1